C(C)OP(=O)(OCC)OCC TriethylPhosphate